ClC1=C(C=CC=2N(C(SC21)=O)COCC[Si](C)(C)C)C2=CNC1=NC(=CN=C12)N1C2CC(CC1CC2)NC(OC(C)(C)C)=O tert-Butyl N-[endo-8-[7-(7-chloro-2-oxo-3-{[2-(trimethylsilyl) ethoxy]methyl}-2,3-dihydro-1,3-benzothiazol-6-yl)-5H-pyrrolo[2,3-b]pyrazin-3-yl]-8-azabicyclo[3.2.1]octan-3-yl]carbamate